4-((4-methylpiperazin-1-yl)methyl)-(3-(trifluoromethyl)phenyl)benzamide CN1CCN(CC1)CC1=CC(=C(C(=O)N)C=C1)C1=CC(=CC=C1)C(F)(F)F